C(CCCCC)C(C(=O)OC)(C(=O)OC)CCCCCC dimethyl 2,2-dihexylmalonate